COC(C1=C(C=CC=C1F)F)=O methyl-2,6-difluorobenzoate